tert-Butyl 1,4-dimethyl-2-oxo-1,2,5,7-tetrahydro-6H-pyrrolo[3,4-b]pyridine-6-carboxylate CN1C2=C(C(=CC1=O)C)CN(C2)C(=O)OC(C)(C)C